ClC1=C(C(=CC=C1)Cl)NC1=C(C=CC=C1)CC(=O)O 2-[2-[(2,6-dichlorophenyl)amino]phenyl]acetic acid